3-bromo-4-chlorophenol BrC=1C=C(C=CC1Cl)O